C12(CC(C1)C2)N2N=C(N=C2)C(=O)OCC ethyl 1-(bicyclo[1.1.1]pent-1-yl)-1H-1,2,4-triazole-3-carboxylate